BrC1=C(C#N)C=C(C(=C1)C)F 2-bromo-5-fluoro-4-methyl-benzonitrile